N(=[N+]=[N-])CC[C@H](C(=O)O)NC(CCCCCCCCCCCCCCCCC(=O)O)=O (R)-18-((3-azido-1-carboxypropyl)amino)-18-oxooctadecanoic acid